ClC1=CC=C(OCCN2CCC3(CCN(CC3)C=3C=C(C=NC3)O)CC2)C=C1 5-(9-(2-(4-chlorophenoxy)ethyl)-3,9-diazaspiro[5.5]undecan-3-yl)-3-hydroxypyridine